methyl 4-(6-(4H-1,2,4-triazol-4-yl)picolinamido)-1-methylpyrrolidine-2-carboxylate N=1N=CN(C1)C1=CC=CC(=N1)C(=O)NC1CC(N(C1)C)C(=O)OC